2-(5-cyclopropyl-3-(3-(1,1-dioxido-4-oxo-1,2,5-thiadiazolidin-2-yl)-2-fluoro-4-hydroxyphenyl)-1H-pyrazol-1-yl)acetonitrile C1(CC1)C1=CC(=NN1CC#N)C1=C(C(=C(C=C1)O)N1S(NC(C1)=O)(=O)=O)F